C[C@@H]1CN(C[C@@H](N1)C)C=1C=CC(=C2N=CC=NC12)NC(=O)C=1C=C(C=2N(C1)C=C(N2)C)F N-{8-[(3R,5S)-3,5-dimethylpiperazin-1-yl]quinoxalin-5-yl}-8-fluoro-2-methylimidazo[1,2-a]pyridine-6-carboxamide